(2S,3R)-3-amino-1-[3-cyano-6-methyl-4-(trifluoromethyl)-2-pyridyl]-N-(3-fluorophenyl)-N-methyl-pyrrolidine-2-carboxamide N[C@H]1[C@H](N(CC1)C1=NC(=CC(=C1C#N)C(F)(F)F)C)C(=O)N(C)C1=CC(=CC=C1)F